FC1(CCC(CC1)NC(C(C=1C=NC=C(C1)F)N(C(=O)C1=CN=CN1)C1=CC=C(C=C1)S(F)(F)(F)(F)F)=O)F N-[2-[(4,4-difluorocyclohexyl)amino]-1-(5-fluoro-3-pyridyl)-2-oxo-ethyl]-N-[4-(pentafluoro-λ6-sulfanyl)phenyl]-1H-imidazole-5-carboxamide